N[C@@H]1[C@@](CCCC1)(F)C1=C(C2=NC(=CC(=C2S1)NCC=1SC=CC1)Cl)Cl 2-((1R,2S)-2-amino-1-fluorocyclohexyl)-3,5-dichloro-N-(thien-2-ylmethyl)thieno[3,2-b]pyridin-7-amine